[2-(2-furyl)acetamido](2E,4E,6E,8E,10E,12E,14E,16Z,18E)-4,8,13,17-tetramethyleicosane O1C(=CC=C1)CC(=O)NCCCC(CCCC(CCCCC(CCCC(CCC)C)C)C)C